3-bromo-N-dodecylpropanamide BrCCC(=O)NCCCCCCCCCCCC